COC(=O)C=1N(N=C(C1)COS(=O)(=O)C)C.C(#N)C1(CCC1)C(=O)N(NCC1=NC=C(C=C1)C(F)(F)F)C 1-cyano-N-methyl-N'-[[5-(trifluoromethyl)-2-pyridyl]methyl]cyclobutanecarbohydrazide methyl-5-[(methanesulfonyloxy)methyl]-2-methylpyrazole-3-carboxylate